5-(6-((3-aminocyclohexyl)amino)imidazo[1,2-b]pyridazin-3-yl)benzofuran-2-carboxylic acid NC1CC(CCC1)NC=1C=CC=2N(N1)C(=CN2)C=2C=CC1=C(C=C(O1)C(=O)O)C2